O=C1N(CC2(CCCN(C2)C(=O)OC(C)(C)C)C(C1)=O)CC1=C(C=C(C=C1OC)OC)OC tert-butyl 9,11-dioxo-8-(2,4,6-trimethoxybenzyl)-2,8-diazaspiro[5.5]undecane-2-carboxylate